NC=1C(=C(C=C2C=C(N=CC12)NC(O[C@@H]1CO[C@@]2(C1)CN(CC2)C)=O)C2=C(C1=C(OCCN1)N=C2)C)F (3S,5S)-7-Methyl-1-oxa-7-azaspiro[4.4]nonan-3-yl (8-amino-7-fluoro-6-(8-methyl-2,3-dihydro-1H-pyrido[2,3-b][1,4]oxazin-7-yl)isoquinolin-3-yl)carbamate